ClC1=NC=C(C(=C1)C1=CC=2N(C=C1)N=C(C2)NC2=NC(=NC(=C2)C)C)F 5-(2-chloro-5-fluoropyridin-4-yl)-N-(2,6-dimethylpyrimidin-4-yl)pyrazolo[1,5-a]pyridin-2-amine